O=C(C=O)CCC oxopentanal